methyl-((perfluorophenoxy)-(phenoxy)-phosphoryl)-L-alanine CN([C@@H](C)C(=O)O)P(=O)(OC1=CC=CC=C1)OC1=C(C(=C(C(=C1F)F)F)F)F